C(=O)(O)CC1C2C(C(C(C1C(=O)O)C2)C(=O)O)C(=O)O 5-carboxymethyl-bicyclo[2.2.1]heptane-2,3,6-tricarboxylic acid